(S)-4-(((2-((((2-(4-(methoxycarbonyl)-4,5-dihydrothiazol-2-yl)benzo[d]thiazol-6-yl)oxy)carbonyl)(methyl)amino)ethyl)(methyl)carbamoyl)oxy)-1,2-phenylene diacetate C(C)(=O)OC1=C(C=C(C=C1)OC(N(C)CCN(C)C(=O)OC1=CC2=C(N=C(S2)C=2SC[C@@H](N2)C(=O)OC)C=C1)=O)OC(C)=O